boric acid, trimethyl ester B(OC)(OC)OC